C1(=CC=CC2=CC=C3C=C4C=CC=CC4=CC3=C12)C1(CC2=C(C3=C(C4=C(S3)C=C(C=C4)N)S2)C=C1)N 7-tetraphenylbenzo[b]benzo[4,5]thieno[2,3-d]thiophene-2,7-diamine